5-amino-6-methyl-6,8-dihydro-1H-furo[3,4-d]pyrrolo[3,2-b]pyridine-2-carboxylic acid NC1=C2C(=C3C(=N1)C=C(N3)C(=O)O)COC2C